(S)-1-(tert-butoxy)-1-oxo-3-phenylpropan-2-yl 3-(1-((((9H-fluoren-9-yl)methoxy)carbonyl)amino)ethyl)bicyclo[1.1.1]pentane-1-carboxylate C1=CC=CC=2C3=CC=CC=C3C(C12)COC(=O)NC(C)C12CC(C1)(C2)C(=O)O[C@H](C(=O)OC(C)(C)C)CC2=CC=CC=C2